[C@@H](C)(CC)OC1=C(C(=CC2=C1C(N1[C@@H](CO2)C[C@@H](C1)OC1=NC=C2CCC(NC2=C1)=O)=O)C)F (2S,11aR)-6-((R)-sec-Butoxy)-7-fluoro-8-methyl-2-((2-oxo-1,2,3,4-tetrahydro-1,6-naphthyridin-7-yl)oxy)-2,3,11,11a-tetrahydro-1H,5H-benzo[f]pyrrolo[2,1-c][1,4]oxazepin-5-one